C1(=C(C(=C(C(=C1[2H])[2H])[2H])[2H])C)C[2H] o-Xylene-d5